NC1CCC=2C=3C1=C1C(=NC3C=C(C2C)F)C2=CC3=C(C(N2C1)=O)COC([C@]3(O)CC3CC3)=O (9S)-1-amino-9-(cyclopropylmethyl)-5-fluoro-9-hydroxy-4-methyl-1,2,3,9,12,15-hexahydro-10H,13H-benzo[de]pyrano[3',4':6,7]indolizino[1,2-b]quinoline-10,13-dione